NC1=CC=C(C=C1)N1CC(C1)N1CCN(CC1)CCOC1=CC(=C2C(N(C(=NC2=C1)CSC1CCOCC1)COCC[Si](C)(C)C)=O)F 7-(2-(4-(1-(4-aminophenyl)azetidin-3-yl)piperazin-1-yl)ethoxy)-5-fluoro-2-(((tetrahydro-2H-pyran-4-yl)thio)methyl)-3-((2-(trimethylsilyl)ethoxy)methyl)quinazolin-4(3H)-one